FC1=CC=C(C=C1)N1CCN(CC1)CC[C@@H]1N(C(C2(C1)CCN(CC2)C([C@H](C)NC(OC(C)(C)C)=O)=O)=O)C tert-butyl ((S)-1-((R)-3-(2-(4-(4-fluorophenyl)piperazin-1-yl)ethyl)-2-methyl-1-oxo-2,8-diazaspiro[4.5]decan-8-yl)-1-oxopropan-2-yl)carbamate